6-[5-chloro-8-(prop-2-enoylamino)-2-naphthyl]-N-(1-methyl-4-piperidyl)pyridine-2-carboxamide ClC1=C2C=CC(=CC2=C(C=C1)NC(C=C)=O)C1=CC=CC(=N1)C(=O)NC1CCN(CC1)C